4-ethoxy-N-(2-methylimidazo[1,2-a]pyrazin-6-yl)-2-(methylthio)pyrimidine-5-carboxamide C(C)OC1=NC(=NC=C1C(=O)NC=1N=CC=2N(C1)C=C(N2)C)SC